Sulfanyl-propionic acid SC(C(=O)O)C